O1C2C(CC1=O)OC(C2)=O tetrahydrofurano[3,2-b]furan-2,5-dione